5-(1-(3-carbamoylpyridin-2-yl)-5-(3,5-dimethylisoxazol-4-yl)-1H-pyrrolo[2,3-b]pyridin-3-yl)-4,6-diethoxypicolinic acid C(N)(=O)C=1C(=NC=CC1)N1C=C(C=2C1=NC=C(C2)C=2C(=NOC2C)C)C=2C(=CC(=NC2OCC)C(=O)O)OCC